ethyl (3S)-3-amino-3-[4-fluoro-2'-hydroxy-4'-(2-hydroxypropan-2-yl)-5,6'-dimethyl-[1,1'-biphenyl]-3-yl]propanoate hydrochloride Cl.N[C@@H](CC(=O)OCC)C=1C=C(C=C(C1F)C)C1=C(C=C(C=C1C)C(C)(C)O)O